4-butyl-3-methyl-4a,5,6,7,8,8a-hexahydro-4H-benzo[b][1,4]oxazine C(CCC)N1C2C(OC=C1C)CCCC2